N[C@H](C)C1=CC=C2C(=N1)N(C(=C2)C2=NC1=C(N2C)C(=CC(=C1)C(=O)O)OC)CC1CC1 (R)-2-(6-(1-aminoethyl)-1-(cyclopropylmethyl)-1H-pyrrolo[2,3-b]pyridin-2-yl)-7-methoxy-1-methyl-1H-benzo[d]imidazole-5-carboxylic acid